4-(5-(6-((6-methoxypyridin-3-yl)methyl)-3,6-Diazabicyclo[3.1.1]heptan-3-yl)pyrazin-2-yl)-6-(2-(2-oxo-1,7-diazaspiro[3.5]nonan-7-yl)ethoxy)pyrazolo[1,5-a]pyridine-3-carbonitrile COC1=CC=C(C=N1)CN1C2CN(CC1C2)C=2N=CC(=NC2)C=2C=1N(C=C(C2)OCCN2CCC3(CC(N3)=O)CC2)N=CC1C#N